6-Chloro-3-[[(1R)-1-[2-(1,5-dimethyl-6-oxo-3-pyridyl)-6-methyl-4-oxo-chromen-8-yl]ethyl]amino]pyridine-2-sulfonamide ClC1=CC=C(C(=N1)S(=O)(=O)N)N[C@H](C)C=1C=C(C=C2C(C=C(OC12)C1=CN(C(C(=C1)C)=O)C)=O)C